ClC=1C=CC(=NC1Cl)N1[C@@H](CCC1)C(=O)OC methyl (5,6-dichloropyridin-2-yl)prolinate